C1(=CC=CC=C1)N(C(O)=O)C1=C(C=C(C(=C1)Cl)C)OC.BrC1=NN(C=N1)C1=CC(=NC=C1)OCC(F)(F)F 4-(3-bromo-1H-1,2,4-triazol-1-yl)-2-(2,2,2-trifluoroethoxy)pyridine phenyl-(5-chloro-2-methoxy-4-methylphenyl)carbamate